COC(=O)C1CN(C1)CC1=CC2=CC=C(C=C2CC1C)OCCCC 1-[(6-butoxy-3-methyl-3,4-dihydronaphthalen-2-yl)methyl]Azetidine-3-carboxylic acid methyl ester